OC=1C=C2CCNC(C2=CC1O)=O 6,7-dihydroxy-3,4-dihydro-2H-isoquinolin-1-one